2-Methyl-cyclopentan-1-amine hydrochloride Cl.CC1C(CCC1)N